N,N,N',N',N'',N''-Hexakis-propoxymethyl-[1,3,5]triazin-2,4,6-triamin C(CC)OCN(C1=NC(=NC(=N1)N(COCCC)COCCC)N(COCCC)COCCC)COCCC